4-(4-(3-(((3-(2,6-dioxopiperidin-3-yl)-2-methyl-4-oxo-3,4-dihydroquinazolin-5-yl)amino)methyl)benzyl)piperazin-1-yl)-3-fluorobenzonitrile O=C1NC(CCC1N1C(=NC2=CC=CC(=C2C1=O)NCC=1C=C(CN2CCN(CC2)C2=C(C=C(C#N)C=C2)F)C=CC1)C)=O